C(C1=CC=CC=C1)OC=1C=C(C=C(C1)C(F)(F)F)C(C)=O 1-(3-(benzyloxy)-5-(trifluoromethyl)phenyl)ethane-1-one